S1[C@@H]2CN[C@H](C3=C1C(=CN=C3)C#N)C2 (2S,5S)-2,3,4,5-Tetrahydro-2,5-methanopyrido[3,4-f][1,4]thiazepine-9-carbonitrile